tert-Butyl 4-[4-({7-oxo-8-phenyl-5-[2-(triisopropylsilyl)ethynyl]pyrido[2,3-d]pyrimidin-2-yl}amino)phenyl]piperidine-1-carboxylate O=C1C=C(C2=C(N=C(N=C2)NC2=CC=C(C=C2)C2CCN(CC2)C(=O)OC(C)(C)C)N1C1=CC=CC=C1)C#C[Si](C(C)C)(C(C)C)C(C)C